C(C)C1=C(C(C2=C(N1)N=C(O2)C2=CC(=NC=C2)OC)=O)N2CCN(CC2)C(=O)OC(C)(C)C tert-butyl 4-(5-ethyl-2-(2-methoxypyridin-4-yl)-7-oxo-4,7-dihydrooxazolo[4,5-b]pyridin-6-yl)piperazine-1-carboxylate